7-(3,5-dimethyl-4-isoxazolyl)-8-(methoxy)-1-[(1R)-1-phenylethyl]-2-(tetrahydro-2H-pyran-4-yl)-1H-imidazo[4,5-c]quinoline CC1=NOC(=C1C=1C(=CC=2C3=C(C=NC2C1)N=C(N3[C@H](C)C3=CC=CC=C3)C3CCOCC3)OC)C